(chloromethyl)-1-cyclopropyl-1H-pyrazole hydrochloride Cl.ClCC1=NN(C=C1)C1CC1